CN([C@@H](CC(C)C)C(=O)N1C[C@]2(C[C@H]1C(=O)N)C(NC1=CC=C(C=C12)[2H])=O)C(=O)C=1NC2=C(C(=C(C(=C2C1[2H])F)[2H])F)F (3R,5'S)-1'-(N-methyl-N-(4,6,7-trifluoro-1H-indole-2-carbonyl-3,5-d2)-L-Leucyl)-2-oxospiro[indoline-3,3'-pyrrolidine]-5-d-5'-carboxamide